(2R,3R,4R,5S)-2-(hydroxymethyl)-1-(2-(thien-2-yl)ethyl)piperidine-3,4,5-triol OC[C@H]1N(C[C@@H]([C@H]([C@@H]1O)O)O)CCC=1SC=CC1